6-(2,2-difluoroethoxy)-N-(1-(2-((2,3-dihydro-1H-inden-2-yl)amino)pyrimidin-5-yl)-1H-pyrazol-3-yl)-1H-benzo[d][1,2,3]triazole-5-carboxamide FC(COC=1C(=CC2=C(NN=N2)C1)C(=O)NC1=NN(C=C1)C=1C=NC(=NC1)NC1CC2=CC=CC=C2C1)F